(E)-3-(2-ethyl-7-fluoro-4-oxo-3-(p-tolyl)-3,4-dihydroquinazolin-6-yl)-N-hydroxyacrylamide C(C)C1=NC2=CC(=C(C=C2C(N1C1=CC=C(C=C1)C)=O)/C=C/C(=O)NO)F